(R)-N-(1-(3,4-dichlorophenyl)-2-(4-methylpiperazin-1-yl)ethyl)-4-(4-fluorophenoxy)benzenesulfonamide ClC=1C=C(C=CC1Cl)[C@H](CN1CCN(CC1)C)NS(=O)(=O)C1=CC=C(C=C1)OC1=CC=C(C=C1)F